OC1=CC=C(CNC2=C3NC=NC3=NC=N2)C=C1 6-(4-hydroxybenzylamino)purine